(R)-4-(2-((tert-butoxycarbonyl)amino)-3-(2H-tetrazol-2-yl)propoxy)-2-fluorobenzoic acid C(C)(C)(C)OC(=O)N[C@@H](COC1=CC(=C(C(=O)O)C=C1)F)CN1N=CN=N1